[Co].[Sm].CC1=C(C=CC(=C1)C)S(=O)(=O)C=1C(=C(C=CC1)N1CCNCC1)C(F)(F)F 1-(3-((2,4-dimethylphenyl)sulfonyl)-2-(trifluoromethyl)phenyl)piperazine Samarium-Cobalt